N-[4-(2,6-dimethylphenyl)-6-phenoxy-pyrimidin-2-yl]benzenesulfonamide CC1=C(C(=CC=C1)C)C1=NC(=NC(=C1)OC1=CC=CC=C1)NS(=O)(=O)C1=CC=CC=C1